(4-isopropyl-4H-1,2,4-triazol-3-yl)pyridin-2-amine C(C)(C)N1C(=NN=C1)C=1C(=NC=CC1)N